C(=O)(O)C=1C=[N+](C=C(C1)C1=C(C(=CC=C1C(F)F)Cl)F)[O-] 3-Carboxy-5-(3-chloro-6-(difluoromethyl)-2-fluorophenyl)pyridine 1-oxide